FC(C(=O)O)(F)F.N1CC(CC1)C=1C=NNC1 4-pyrrolidin-3-yl-1H-pyrazole (trifluoroacetate)